[3-(trimethoxysilyl)propyl]octadecyldimethylammonium chloride [Cl-].CO[Si](CCC[N+](C)(C)CCCCCCCCCCCCCCCCCC)(OC)OC